(2-methylpropan-1-yl)phosphin oxide CC(C[PH2]=O)C